1-(2,4-dichlorobenzyl)-N-(2-fluorophenyl)-1H-indole-3-carboxamide ClC1=C(CN2C=C(C3=CC=CC=C23)C(=O)NC2=C(C=CC=C2)F)C=CC(=C1)Cl